COC=1C=C(C=C(C1)B1OC(C(O1)(C)C)(C)C)NC(C=C)=O N-[3-methoxy-5-(4,4,5,5-tetramethyl-1,3,2-dioxaborolan-2-yl)phenyl]prop-2-enamide